2-(2-ethoxypyridin-3-yl)-3'-ethyl-1'-[4-propoxy-3-(trifluoromethyl)pyridin-2-yl]spiro[6,7-dihydro-1,7-naphthyridine-5,4'-piperidine]-8-one C(C)OC1=NC=CC=C1C1=NC=2C(NCC3(C(CN(CC3)C3=NC=CC(=C3C(F)(F)F)OCCC)CC)C2C=C1)=O